Cl.NC1=CC(=NC=C1OCC1=CC=CC=C1)NC(C)=O N-(4-amino-5-(benzyloxy)pyridin-2-yl)acetamide hydrochloride